C1(CCCC1)N1C2=C(S([C@H]([C@H](C1)CCC(C)(F)F)F)(=O)=O)C=C(C(=C2)C(F)(F)F)OCC2=C(N=CS2)C(=O)O 5-((((2R,3S)-5-cyclopentyl-3-(3,3-difluorobutyl)-2-fluoro-1,1-dioxido-7-(trifluoromethyl)-2,3,4,5-tetrahydrobenzo[b][1,4]thiazepin-8-yl)oxy)methyl)thiazole-4-carboxylic acid